N1CCC(CC1)NC(CCCC1=NC=2NCCCC2C=C1)=O N-(piperidin-4-yl)-4-(5,6,7,8-tetrahydro-1,8-naphthyridin-2-yl)butanamide